ethyl 6-oxo-4-phenyl-1,6-dihydropyridine-3-carboxylate O=C1C=C(C(=CN1)C(=O)OCC)C1=CC=CC=C1